N-(2-bromo-6-fluorophenyl)-1,3-dimethyl-1H-pyrazol-5-amine BrC1=C(C(=CC=C1)F)NC1=CC(=NN1C)C